C(C1=CC=CC=C1)OC1=NC(=CC2=CC=C(C(=C12)I)F)NC(OC(C)(C)C)=O tert-butyl (1-(benzyloxy)-7-fluoro-8-iodoisoquinolin-3-yl)carbamate